C(N)(=O)C1=NC=C(C(=C1)C[C@H](NC(=O)OCC1C2=CC=CC=C2C=2C=CC=CC12)C(=O)O)C 3-(2-carbamoyl-5-methylpyridin-4-yl)-N-{[(9H-fluoren-9-yl)methoxy]carbonyl}-L-alanine